2-fluoro-3-(3-(3-(hydroxymethyl)oxiran-2-yl)phenyl)propanoic acid methyl ester COC(C(CC1=CC(=CC=C1)C1OC1CO)F)=O